N1[C@@H](CC1)COC1=NC=2[C@@H]([C@@]3(CCC2C(=N1)N1C[C@@H](N(CC1)C(C(=C)F)=O)CC#N)CCC1=C(C=CC=C13)Cl)F 2-((S)-4-((1S,8'R)-2'-(((S)-azetidin-2-yl)methoxy)-4-chloro-8'-fluoro-2,3,5',8'-tetrahydro-6'H-spiro[inden-1,7'-quinazolin]-4'-yl)-1-(2-fluoroacryloyl)piperazin-2-yl)acetonitrile